ClC1=CC2=C(C=N1)C(=C(N2)C=O)F 6-chloro-3-fluoro-1H-pyrrolo[3,2-c]pyridine-2-carbaldehyde